CN1N=C(C=C1)C(C#N)(C)C=1C=NN(C1)C 2-(1-methylpyrazol-3-yl)-2-(1-methylpyrazol-4-yl)propionitrile